ClC1=CC=C(C=C1)C=1C(NC(=NC1C1=CC=NC=C1)CC(C)C)=O 5-(4-chlorophenyl)-2-isobutyl-6-(pyridin-4-yl)pyrimidin-4(3H)-one